4-amino-N,1-dimethyl-N-((4S)-7-(trifluoromethyl)-3,4-dihydro-1H-2-benzopyran-4-yl)-1H-pyrazolo[4,3-c]quinoline-8-carboxamide NC1=NC=2C=CC(=CC2C2=C1C=NN2C)C(=O)N([C@@H]2COCC1=C2C=CC(=C1)C(F)(F)F)C